Br/C=C/C=C/C=O TRANS,TRANS-5-BROMO-2,4-PENTADIENAL